2-methyl-(4-(methylthio)phenyl)-2-morpholinopropan-1-one CC(C(=O)C1=CC=C(C=C1)SC)(C)N1CCOCC1